S1C(=CC=C1)C1=NC(=CC(=C1)C=1SC=CC1)C=1SC=CC1 2,4,6-tri(2-thienyl)pyridine